C1(CCCCC1)CNC=1C=C(C=2N(C1)N=CC2C#N)C=2C=NC(=CC2)N2CC1N(C(C2)C1)CC=1C=NC(=CC1)OC 6-((Cyclohexylmethyl)amino)-4-(6-(6-((6-methoxypyridin-3-yl)methyl)-3,6-diazabicyclo[3.1.1]Heptan-3-yl)pyridin-3-yl)pyrazolo[1,5-a]pyridine-3-carbonitrile